BrC1=NC=2C=C(C=CC2C2=C1COC2)CN(C(=O)C=2C=NC(=CC2)OC2CC2)C=2C(=NC=CC2)S(=O)(=O)C N-({4-bromo-1H,3H-furo[3,4-c]quinolin-7-yl}methyl)-6-cyclopropoxy-N-(2-methanesulfonylpyridin-3-yl)pyridine-3-carboxamide